tert-butoxycarbonyl-aspartic acid-1-methyl ester nitrogen [N].COC([C@@H](NC(=O)OC(C)(C)C)CC(=O)O)=O